(R)-ethyl 5-(6-(4-(2-(2-methoxyethoxy)phenyl)piperidin-1-yl)-2-azaspiro[3.4]octan-2-yl)-1,3,4-oxadiazole-2-carboxylate COCCOC1=C(C=CC=C1)C1CCN(CC1)[C@H]1CC2(CN(C2)C2=NN=C(O2)C(=O)OCC)CC1